(E)-cyclooct-2-en-1-yl 4-nitrobenzoate [N+](=O)([O-])C1=CC=C(C(=O)OC2\C=C\CCCCC2)C=C1